[(2R,4S)-2-methyl-1-[3-nitro-5-(trifluoromethyl)-2-pyridyl]-4-piperidyl] acetate C(C)(=O)O[C@@H]1C[C@H](N(CC1)C1=NC=C(C=C1[N+](=O)[O-])C(F)(F)F)C